8-((2s,5r)-4-(1-(2,5-difluoro-4-methoxyphenyl)ethyl)-2,5-dimethylpiperazin-1-yl)-5-methyl-6-oxo-5,6-dihydro-1,5-naphthyridine-2-carbonitrile FC1=C(C=C(C(=C1)OC)F)C(C)N1C[C@@H](N(C[C@H]1C)C1=CC(N(C=2C=CC(=NC12)C#N)C)=O)C